ClC1=CC=C(C=C1)C(N1CCN(CC1)CC1=C(C#N)C=CC(=C1)N1CCN(CCC1)C)C1CCC1 2-({4-[(4-chloro-phenyl)(cyclobutyl)methyl]piperazin-1-yl}methyl)-4-(4-methyl-1,4-diazepan-1-yl)benzonitrile